FC1(CC(CCC1)N1C(C(=CC=C1)NC(C1=C(C=C(C=C1)NS(=O)(=O)CCO)N1CCC2(CC2)CC1)=O)=O)F N-(1-(3,3-difluorocyclohexyl)-2-oxo-1,2-dihydropyridin-3-yl)-4-((2-hydroxyethyl)sulfonamido)-2-(6-azaspiro[2.5]octan-6-yl)benzamide